(4R,5R)-ethyl-5-(2,4-dichlorothiazol-5-yl)-2,2-dimethyl-1,3-dioxolane-4-carboxylate C(C)OC(=O)[C@@H]1OC(O[C@H]1C1=C(N=C(S1)Cl)Cl)(C)C